COC1=CC=C(C=C1)C1=CC(=NC(=C1)C1=NC=CC=C1)C1=NC=CC=C1 4'-(4-methoxyphenyl)-2,2':6',2''-terpyridine